C1(CC1)S(=O)(=O)NC=1SC=C(N1)C1(CC1)NC(=O)C=1N=CC2=CC=CC=C2C1 N-(1-(2-(cyclopropanesulphonylamino)thiazol-4-yl)cyclopropyl)isoquinoline-3-carboxamide